CC(C(=O)O)(C)C1=NOC2=C1C=CC=C2C 2-methyl-2-(7-methylbenzo[d]isoxazol-3-yl)propanoic acid